N1=CC(=C2N1C=CC=N2)C=O (pyrazolo[1,5-a]pyrimidin-3-yl)methanone